1-tert-butyl-3-methyl-benzene C(C)(C)(C)C1=CC(=CC=C1)C